2-((4-bromo-2-chloro-6-nitrophenyl)amino)acetic acid methyl ester COC(CNC1=C(C=C(C=C1[N+](=O)[O-])Br)Cl)=O